2-(3-fluoro-2-isopropylphenyl)-4-hydrazino-7,8-dihydroquinazolin-5(6H)-one FC=1C(=C(C=CC1)C1=NC=2CCCC(C2C(=N1)NN)=O)C(C)C